OP(O)OP(O)O.C(CCCCCCCCCCCC)C(O)(C(CO)(CO)CO)CCCCCCCCCCCCC ditridecyl-pentaerythritol diphosphite